silver-silver salt [Ag].[Ag]